N-(4-cyanobenzyl)Maleimide C(#N)C1=CC=C(CN2C(C=CC2=O)=O)C=C1